FC=1C=2C=3C=CC(=C(OCCCC(OC4=CC(=CC(NC(=NC1)C2)=N4)CSC)C)C3)F 3,20-difluoro-14-methyl-10-[(methylsulfanyl)methyl]-13,18-dioxa-5,7,24-triazatetracyclo[17.3.1.12,6.18,12]pentacosa-1(23),2(25),3,5,8(24),9,11,19,21-nonaene